OCCS(=O)(=O)NC1=CC(=C(C=C1)C=1OC(=NN1)C1=NC(=NC(=C1)C)OCCC(F)(F)F)N1CCC2(CC2)CC1 2-hydroxy-N-(4-(5-(6-methyl-2-(3,3,3-trifluoropropoxy)pyrimidin-4-yl)-1,3,4-oxadiazol-2-yl)-3-(6-azaspiro[2.5]octan-6-yl)phenyl)ethane-1-sulfonamide